C(C1=CC=CC=C1)N1[C@H](CN(C[C@H](C1)O)C(=O)OC(C)(C)C)CC(C)(C)C tert-butyl (3S,6S)-4-benzyl-3-(2,2-dimethyl propyl)-6-hydroxy-1,4-diazepane-1-carboxylate